(3R)-3-[(1S)-2-tert-butoxy-1-[[3-(hydroxymethyl)-5-methyl-phenyl]methyl]-2-oxoethyl]pyrrolidine-1-carboxylic acid tert-butyl ester C(C)(C)(C)OC(=O)N1C[C@H](CC1)[C@@H](C(=O)OC(C)(C)C)CC1=CC(=CC(=C1)C)CO